COC1=C(C=CC=C1)NC=1C=C(C=2N(N1)C(=CN2)C(=O)N[C@H]2C(N(CC2)C)=C=O)NC (R)-6-((2-methoxyphenyl)amino)-N-(1-methyl-2-carbonylpyrrolidin-3-yl)-8-(methylamino)imidazo[1,2-b]pyridazine-3-carboxamide